C(#N)C1=C(C=CC=C1)C(C(C)C=1NC(C(=C(N1)C(=O)OCC)OC)=O)C=1C=NN(C1)C ethyl 2-[1-(cyanophenyl)-1-(1-methylpyrazole-4-yl)propan-2-yl]-5-methoxy-l-6-oxopyrimidine-4-carboxylate